2-hydroxy-3-phenylpropionate OC(C(=O)[O-])CC1=CC=CC=C1